(1-methyl-3-(4-phenoxyphenyl)-1H-pyrazolo[4,3-d]pyrimidin-5-yl)methanol CN1N=C(C=2N=C(N=CC21)CO)C2=CC=C(C=C2)OC2=CC=CC=C2